α-D-glucofuranos O[C@@H]1[C@H](O)[C@@H](O)[C@H](O1)[C@H](O)CO